CC1=C(C2=C(C(N(C=C2C#CC(C(F)(F)F)(C2=CC=CC=C2)O)C)=O)N1)C(=O)OCCCNC(C)=O 3-acetamidopropyl 2,6-dimethyl-7-oxo-4-(4,4,4-trifluoro-3-hydroxy-3-phenyl-but-1-ynyl)-1H-pyrrolo[2,3-c]pyridine-3-carboxylate